Cl.FC=1C=C2C(=NC1)N(C=C2C2CCN(CC2)C2=CC1=C(C=N2)N=C(S1)N1CCOCC1)C 4-(6-(4-(5-fluoro-1-methyl-1H-pyrrolo[2,3-b]pyridin-3-yl)piperidin-1-yl)thiazolo[4,5-c]pyridin-2-yl)morpholine hydrochloride